2-fluoro-5-((6-fluoro-4-(methylthio)-1H-indol-5-yl)oxy)benzamidine FC1=C(C(=N)N)C=C(C=C1)OC=1C(=C2C=CNC2=CC1F)SC